C(CCC)C1C(=NN(C1(C(=O)NCCS(=O)(=O)C)C)C1=CC=CC=C1)C1=CC=C(C=C1)F 4-butyl-3-(4-fluorophenyl)-5-methyl-N-(2-(methylsulfonyl)ethyl)-1-phenyl-4,5-dihydro-1H-pyrazole-5-carboxamide